(S)-2-(1-(4-((1-(5-(3,5-difluorophenyl)-4,5-dihydro-1H-pyrazole-1-carbonyl)azetidin-3-yl)oxy)-5-fluoropyridin-2-yl)-3,5-dimethyl-1H-pyrazol-4-yl)acetonitrile FC=1C=C(C=C(C1)F)[C@@H]1CC=NN1C(=O)N1CC(C1)OC1=CC(=NC=C1F)N1N=C(C(=C1C)CC#N)C